(3R)-3-amino-7-[5-(3-aminooxetan-3-yl)-1,2,4-oxadiazol-3-yl]-8-fluoro-1,1-dioxo-5-[[4-[5-(trifluoromethyl)-2-pyridinyl]phenyl]methyl]-2,3-dihydro-1lambda6,5-benzothiazepine-4-One N[C@H]1CS(C2=C(N(C1=O)CC1=CC=C(C=C1)C1=NC=C(C=C1)C(F)(F)F)C=C(C(=C2)F)C2=NOC(=N2)C2(COC2)N)(=O)=O